[N+](=O)([O-])C1=C(C=CC=C1)S(=O)(=O)NCC#C nitro-N-prop-2-ynyl-benzenesulfonamide